C[SiH](C)CCC[N+](CCOCCOCCOCCC(=O)[O-])(CCCCS(=O)(=O)[O-])CCCCS(=O)(=O)[O-] 2-methyl-6,6-bis[4-sulfonatobutyl]-9,12,15-trioxa-6-aza-2-silaoctadecan-6-ium-18-oate